1-[4-[[3-(3-fluoro-4-methoxyphenyl)imidazo[1,2-a]pyrazin-8-yl]amino]-2-methylbenzoyl]-N-[2-(2-hydroxyethylamino)ethyl]piperidine-4-carboxamide FC=1C=C(C=CC1OC)C1=CN=C2N1C=CN=C2NC2=CC(=C(C(=O)N1CCC(CC1)C(=O)NCCNCCO)C=C2)C